N1C2C(NCC1)CNC2 octahydro-6H-pyrrolo[3,4-b]pyrazine